C(C=C)C1=CC=CC=C1 ALLYLBENZENE